OC(=O)C(F)(F)F.N1CC(C1)CCN1C(C=CC2=C1N=C(N=C2)NC2=CC=C(C=C2)N2CCN(CC2)C(CCSC)=O)=O 8-(2-(azetidin-3-yl)ethyl)-2-((4-(4-(3-(methylthio)propanoyl)piperazin-1-yl)phenyl)amino)pyrido[2,3-d]pyrimidin-7(8H)-one TFA salt